9-{4-[difluoro(4-fluoro-3-methylphenyl)methyl]phenyl}-3,4,6,7,8,9-hexahydropyrido[2,1-c][1,2,4]thiadiazine 2,2-dioxide FC(C1=CC=C(C=C1)C1CCCN2C1=NS(CC2)(=O)=O)(C2=CC(=C(C=C2)F)C)F